BrC1=CC(=CC=2C(=COC21)CCl)Cl 7-bromo-5-chloro-3-(chloromethyl)benzofuran